malonamide trihydrochloride Cl.Cl.Cl.C(CC(=O)N)(=O)N